iron bromide trihydrate O.O.O.[Fe](Br)Br